COC(C1=C(C=CC(=C1)[N+](=O)[O-])C=1COCC1)=O.NC=1N=C(N2C1C(N(CC2)C(=O)C2=CC=C(C=C2)F)C)C2=NC(=NS2)C (1-amino-8-methyl-3-(3-methyl-1,2,4-thiadiazol-5-yl)-5,6-dihydroimidazo[1,5-a]pyrazin-7(8H)-yl)(4-fluorophenyl)methanone methyl-2-(2,5-dihydrofuran-3-yl)-5-nitrobenzoate